[2-(1H-indol-3-yl)-1H-imidazol-4-yl](3,4,5-trimethoxyphenyl)methanone phosphate salt P(=O)(O)(O)O.N1C=C(C2=CC=CC=C12)C=1NC=C(N1)C(=O)C1=CC(=C(C(=C1)OC)OC)OC